1-[6-chloro-2-[5-methyl-1-(2,2,2-trifluoroethyl)pyrazol-4-yl]-3-pyridyl]ethanone ClC1=CC=C(C(=N1)C=1C=NN(C1C)CC(F)(F)F)C(C)=O